C(C1=CC=CC=C1)OC1=NC(=CC=C1C1=NC(=C(C(=C1)C)CCO)C)OCC1=CC=CC=C1 2-(2',6'-bis(benzyloxy)-4,6-dimethyl-[2,3'-bipyridin]-5-yl)ethan-1-ol